ClC1=CC=CC(=N1)C1=NC(=NC(=N1)N[C@H](C)C1CC1)N[C@H](C)C1CC1 6-(6-chloropyridin-2-yl)-N2,N4-bis((R)-1-cyclopropylethyl)-1,3,5-triazine-2,4-diamine